FCCN1C=CC2=C1N=CN=C2OC2=CC=C(C=C2)NC(CC2=CC=C(C=C2)C(F)(F)F)=O N-(4-((7-(2-fluoroethyl)-7H-pyrrolo[2,3-D]pyrimidin-4-yl)oxy)phenyl)-2-(4-(trifluoromethyl)phenyl)acetamide